FC(C=1NC(=NN1)C=1C=CC=NC1)(F)F 5-[5-(trifluoromethyl)-4H-1,2,4-triazol-3-yl]Pyridine